[I+].[OH-].[Na+].[OH-] sodium hydroxide iodine